Chloro-Benzonitril ClC1=C(C#N)C=CC=C1